N-[3-chloro-4-[4-(piperidine-4-carbonyl)piperazine-1-carbonyl]phenyl]-5-[4-[1-(2,2-difluoroethyl)-3-methyl-pyrazol-4-yl]-2,3-difluoro-phenyl]-1-methyl-imidazole-2-carboxamide ClC=1C=C(C=CC1C(=O)N1CCN(CC1)C(=O)C1CCNCC1)NC(=O)C=1N(C(=CN1)C1=C(C(=C(C=C1)C=1C(=NN(C1)CC(F)F)C)F)F)C